3-(1-oxo-5-(1-((1,2,3,4-tetra-hydronaphthalen-1-yl)methyl)piperidin-4-yl)isoindolin-2-yl)piperidine-2,6-dione O=C1N(CC2=CC(=CC=C12)C1CCN(CC1)CC1CCCC2=CC=CC=C12)C1C(NC(CC1)=O)=O